O[C@@H]1[C@H](COC1)N(CCCCCCCC(=O)N(CCCCCCCCCC)CCCCCCCCCC)CCCCCCCC(=O)N(CCCCCCCCCC)CCCCCCCCCC 8,8'-(((3S,4R)-4-hydroxytetrahydro-furan-3-yl)azanedi-yl)bis(N,N-didec-yloctanamide)